cyano-N-(3-((4-fluorophenyl)sulfonamido)-4-hydroxyphenyl)-[1,1'-biphenyl]-4-carboxamide C(#N)C1=C(C=CC(=C1)C(=O)NC1=CC(=C(C=C1)O)NS(=O)(=O)C1=CC=C(C=C1)F)C1=CC=CC=C1